bis(4-(naphthalen-2-yl-(phenyl)amino)phenyl)methanone (1R,2R)-2-(3-phenylbenzo[c]isoxazol-5-yl)cyclopropane-1-carboxylate C1(=CC=CC=C1)C1=C2C(=NO1)C=CC(=C2)[C@H]2[C@@H](C2)C(=O)O.C2=C(C=CC1=CC=CC=C21)N(C2=CC=C(C=C2)C(=O)C2=CC=C(C=C2)N(C2=CC1=CC=CC=C1C=C2)C2=CC=CC=C2)C2=CC=CC=C2